C(C)(C)C=1C=C(C=CC1)[C@H](C)NC(=O)C=1C=C2C(=C(N(C2=CC1)CC1=CC=C(OC(C(=O)OC)(C)C)C=C1)C)C (S)-Methyl 2-(4-((5-((1-(3-isopropylphenyl)ethyl)carbamoyl)-2,3-dimethyl-1H-indol-1-yl)methyl)phenoxy)-2-methylpropanoate